FC=1C=C(C=CC1F)[C@H]1[C@@H](CN(C1)CCOC)NC(=O)NC1=CC(=NN1C)C1=CC=C(C=C1)C 1-((3s,4r)-4-(3,4-difluorophenyl)-1-(2-methoxyethyl)pyrrolidin-3-yl)-3-(1-methyl-3-p-tolyl-1H-pyrazol-5-yl)urea